1-Benzyl-6-methyl-3-phenyl-1H-2,1-benzothiazin-4(3H)-on-2,2-dioxid C(C1=CC=CC=C1)N1S(C(C(C2=C1C=CC(=C2)C)=O)C2=CC=CC=C2)(=O)=O